OC1C2=CC(=CC=C2CC12CCN(CC2)C(=O)OC(C)(C)C)C2=C(C=CC=C2)C(C)C tert-Butyl 1-hydroxy-6-(2-isopropylphenyl)-1,3-dihydrospiro[indene-2,4'-piperidine]-1'-carboxylate